6-((1S,2S)-1-methyl-2-(pyrimidin-2-yl)cyclobutyl)-4-oxo-1-((R)-1-(6-(trifluoromethyl)pyridin-3-yl)ethyl)-4,5-dihydro-1H-pyrazolo[3,4-d]pyrimidine-3-carbonitrile C[C@]1([C@H](CC1)C1=NC=CC=N1)C=1NC(C2=C(N1)N(N=C2C#N)[C@H](C)C=2C=NC(=CC2)C(F)(F)F)=O